2-(4-((tert-butoxy)carbonyl)piperazin-1-yl)acetic acid C(C)(C)(C)OC(=O)N1CCN(CC1)CC(=O)O